rac-N-[(4-isopropyl-2,5-dioxoimidazolidin-4-yl)methyl]-4'-methyl[biphenyl]-2-carboxamide C(C)(C)[C@@]1(NC(NC1=O)=O)CNC(=O)C=1C(=CC=CC1)C1=CC=C(C=C1)C |r|